BrC1=NN2C(C(NCC2)=O)=C1C1=CC=C(C=C1)F 2-bromo-3-(4-fluorophenyl)-5H,6H,7H-pyrazolo[1,5-a]pyrazin-4-one